FC(CNC1CC(CCC1)N)F N1-(2,2-difluoroethyl)cyclohexane-1,3-diamine